N-(4,5-Dimethylisoxazol-3-yl)-2-((6-methyl-1,3-dihydroisobenzofuran-5-yl)ethynyl)pyridine-3-sulfonamide CC=1C(=NOC1C)NS(=O)(=O)C=1C(=NC=CC1)C#CC=1C=C2COCC2=CC1C